[6-(4-cyclopropylimidazol-1-yl)-2-azaspiro[3.3]heptan-2-yl]-[3-[[2-fluoro-4-(pentafluoro-λ6-sulfanyl)phenyl]methoxy]azetidin-1-yl]methanone C1(CC1)C=1N=CN(C1)C1CC2(CN(C2)C(=O)N2CC(C2)OCC2=C(C=C(C=C2)S(F)(F)(F)(F)F)F)C1